bis(phenylthiophenyl)phenylsulfonium C1(=CC=CC=C1)C1=C(SC=C1)[S+](C1=CC=CC=C1)C=1SC=CC1C1=CC=CC=C1